ClC1=C(C(=NN1C)C1=NOC(=C1)C)C(=O)N1CCC2(CCCN(C2)CCC(C)(C)C)CC1 (5-Chloro-1-methyl-3-(5-methylisoxazol-3-yl)-1H-pyrazol-4-yl)(2-(3,3-dimethylbutyl)-2,9-diazaspiro[5.5]undecan-9-yl)methanone